FC=1C=C(C=CC1F)[C@H]1[C@@H](C1)NC1=C2N=CN(C2=NC(=N1)SCCC)CCO 2-(6-(((1R,2S)-2-(3,4-difluorophenyl)cyclopropyl)amino)-2-(propylsulfanyl)-9H-purin-9-yl)ethanol